The molecule is a bromobisphenol that is 4,4'-methanediyldiphenol in which the methylene hydrogens are replaced by two methyl groups and the phenyl rings are substituted by bromo groups at positions 2, 2', 6 and 6'. It is a brominated flame retardant. It has a role as a flame retardant. It derives from a bisphenol A. CC(C)(C1=CC(=C(C(=C1)Br)O)Br)C2=CC(=C(C(=C2)Br)O)Br